N=C1N(C2=C(N1C)C=CC(=C2)NC2=CC=C(C=C2)N2CCC(CC2)C)C 2-imino-1,3-dimethyl-N-(4-(4-methylpiperidin-1-yl)phenyl)-2,3-dihydro-1H-benzo[d]imidazol-5-amine